C(CCC)OC(CCCCCCCCC=CC=CCC)OCCCC 15,15-dibutoxy-3,5-pentadecadiene